methyl 5-(3-(4-formyl-1H-imidazol-2-yl)phenoxy)-1H-indole-4-carboxylate C(=O)C=1N=C(NC1)C=1C=C(OC2=C(C=3C=CNC3C=C2)C(=O)OC)C=CC1